(E)-1-(4-(1-methyl-1H-pyrazol-3-yl)-2-(4-(trifluoromethyl)phenyl)-5,8-dihydropyrido[3,4-d]pyrimidin-7(6H)-yl)but-2-en-1-one CN1N=C(C=C1)C=1C2=C(N=C(N1)C1=CC=C(C=C1)C(F)(F)F)CN(CC2)C(\C=C\C)=O